ClC=1C=C(C2=C(C(=CO2)COC2=C(C=CC=C2)CC(=O)OCC)C1)C#CC1CC1 ethyl 2-(2-((5-chloro-7-(cyclopropylethynyl)benzofuran-3-yl)methoxy)phenyl)acetate